C(C)(C)(C)OC(=O)N1CCC(=CC1)C1=C(C(=C(C=C1F)N)C(C)=O)F 4-(3-acetyl-4-amino-2,6-difluorophenyl)-3,6-dihydropyridine-1(2H)-carboxylic acid tert-butyl ester